3-(6-Bromopyridin-2-yl)-5-(fluoromethyl)-6,7-dihydro-5H-pyrrolo[2,1-c][1,2,4]triazole BrC1=CC=CC(=N1)C=1N2C(=NN1)CCC2CF